tert-butyl 4-(4-cyano-1-(2,6-dimethylmorpholino)-5,6,7,8-tetrahydro-2,6-naphthyridin-3-yl)piperazine-1-carboxylate C(#N)C1=C(N=C(C=2CCNCC12)N1CC(OC(C1)C)C)N1CCN(CC1)C(=O)OC(C)(C)C